COC(C1=CC(=C(C=C1)C1CCN(CC1)C)C#N)=O.C=C1C(NC2=C1C=CC=C2)=O methylenebenzopyrrolone methyl-3-cyano-4-(1-methylpiperidin-4-yl)benzoate